FC1=C(C=CC(=C1F)C)C=1N=NN(C1)[C@H]1[C@H]([C@H](O[C@@H]([C@@H]1OC)CC1=CC(=NO1)C1(CCCC1)C)CO)O (2R,3R,4S,5R,6R)-4-(4-(2,3-difluoro-4-methylphenyl)-1H-1,2,3-triazol-1-yl)-2-(hydroxymethyl)-5-methoxy-6-((3-(1-methylcyclopentyl)isoxazol-5-yl)methyl)tetrahydro-2H-pyran-3-ol